NC1=C2C(=NC=N1)N(N=C2C2=CC=C(C=C2)OC2=CC=CC=C2)[C@H]2CN(CCC2)CC2CCN(CC2)C(=O)NC2C(NC(CC2)=O)=O 4-(((R)-3-(4-amino-3-(4-phenoxyphenyl)-1H-pyrazolo[3,4-d]pyrimidin-1-yl)piperidin-1-yl)methyl)-N-(2,6-dioxopiperidin-3-yl)piperidine-1-carboxamide